4-((4-((4,4-difluoropiperidin-1-yl)methyl)-3-fluorobenzyl)thio)-2-(2,6-dioxopiperidin-3-yl)-6-fluoroisoindoline-1,3-dione FC1(CCN(CC1)CC1=C(C=C(CSC2=C3C(N(C(C3=CC(=C2)F)=O)C2C(NC(CC2)=O)=O)=O)C=C1)F)F